3-(4-aminopiperidin-1-yl)-8-(1H-pyrazol-4-yl)-5H-chromeno-[2,3-c]pyridin-5-one NC1CCN(CC1)C1=CC2=C(C=N1)OC1=CC(=CC=C1C2=O)C=2C=NNC2